tert-butyl ((5S,8S,10aR)-8-((2,3-dihydrobenzofuran-3-yl)carbamoyl)-3-(methylcarbamoyl)-6-oxodecahydropyrrolo[1,2-a][1,5]diazocin-5-yl)carbamate O1CC(C2=C1C=CC=C2)NC(=O)[C@@H]2CC[C@H]1N2C([C@H](CN(CC1)C(NC)=O)NC(OC(C)(C)C)=O)=O